FC1(OC=2C=C(C=C(C2C2C1CC=C(C2)C)O)C(C)(CC)C)F 6,6-Difluoro-9-methyl-3-(2-methylbutan-2-yl)-6a,7,10,10a-tetrahydrobenzo[c]chromen-1-ol